(S)-6-(3,5-dimethoxyphenyl)-3-(2-nitrophenyl)-4,5,6,7-tetrahydro-1H-indazole COC=1C=C(C=C(C1)OC)[C@H]1CCC=2C(=NNC2C1)C1=C(C=CC=C1)[N+](=O)[O-]